ClC=1C(=C(C(=C(CN[C@@H](CO)C(=O)O)C1)OC)F)OC1CCC2=C(C=CC=C12)C1=C(C(=CC=C1)NC(=O)C=1N(C2=C(CN(CC2)C)N1)C)Cl (5-chloro-4-((4-(2-chloro-3-(1,5-dimethyl-4,5,6,7-tetrahydro-1H-imidazo[4,5-c]pyridine-2-carboxamido)phenyl)-2,3-dihydro-1H-inden-1-yl)oxy)-3-fluoro-2-methoxybenzyl)serine